C(C)(C)(C)OC(=O)N[C@H](C(=O)N[C@H](C(=O)NC=1C=CC(=C(CN(C(OCC#C)=O)C)C1)CO[Si](C1=CC=CC=C1)(C1=CC=CC=C1)C(C)(C)C)CCCNC(=O)N)C(C)C prop-2-yn-1-yl (5-((S)-2-((S)-2-((tert-butoxycarbonyl)amino)-3-methylbutanamido)-5-ureidopentanamido)-2-(((tert-butyldiphenylsilyl)oxy)methyl)benzyl)(methyl)carbamate